[18F]C1=NC=CC=C1OCCCN1C(C=CC1=O)=O 1-[3-(2-[18F]Fluoropyridin-3-yloxy)propyl]pyrrole-2,5-dione